(R)-2-isopropylmorpholine C(C)(C)[C@@H]1CNCCO1